FN(C(=O)C=1SC=C(N1)C)F difluoro-methyl-thiazoleamide